5,6-Dihydrofolate C(CC[C@@H](C(=O)O)NC(=O)C1=CC=C(NCC2C=NC=3N=C(N)NC(=O)C3N2)C=C1)(=O)[O-]